[C@H]12CNC[C@@H]2C1COC1=CC=NC2=CC(=C(C=C12)OC(C)C)C(=O)N 4-[(1R,5S,6r)-3-azabicyclo[3.1.0]hex-6-ylmethoxy]-6-(propan-2-yloxy)quinoline-7-carboxamide